ClC=1N=C2N(C=CC=C2)C1CC1N(C(C2=CC=CC=C12)=O)CC1CC2(C1)OC(NC2)=O 2-((1-((2-chloroimidazo[1,2-a]pyridin-3-yl)methyl)-3-oxoisoindolin-2-yl)methyl)-5-oxa-7-azaspiro[3.4]octan-6-one